tert-butyl (R*)-(3-(3-(2,6-dioxopiperidin-3-yl)benzofuran-5-yl)prop-2-yn-1-yl)carbamate O=C1NC(CC[C@@H]1C1=COC2=C1C=C(C=C2)C#CCNC(OC(C)(C)C)=O)=O |o1:6|